(3S)-3-(8-{2-[(2,2-difluoroethyl)(isopropyl)carbamoyl]-4-fluorophenyl}-3-methylimidazo[1,5-a]pyridin-6-yl)pyrrolidine-1-carboxylic acid tert-butyl ester C(C)(C)(C)OC(=O)N1C[C@@H](CC1)C=1C=C(C=2N(C1)C(=NC2)C)C2=C(C=C(C=C2)F)C(N(C(C)C)CC(F)F)=O